CN1C(N(C(C2=C1CCN(C2)CC2=CC(=CC=C2)C)=O)CC2=CC=C(C=C2)C(F)(F)F)=O 1-Methyl-6-(3-methylbenzyl)-3-(4-(trifluoromethyl)benzyl)-5,6,7,8-tetrahydropyrido[4,3-d]pyrimidine-2,4(1H,3H)-dione